[C@@H]1([C@H](O)[C@H](O)[C@@H](CN[C@@H](CCCN)C(=O)O)O1)N1C=NC=2C(N)=NC=NC12 Adenosyl-Ornithine